6-(5-chloro-2-(4-chloro-1H-1,2,3-triazol-1-yl)phenyl)-3-(1-(1-(1-methyl-1H-pyrazol-4-yl)-1H-1,2,3-triazol-4-yl)propyl)pyrimidin-4(3H)-one ClC=1C=CC(=C(C1)C1=CC(N(C=N1)C(CC)C=1N=NN(C1)C=1C=NN(C1)C)=O)N1N=NC(=C1)Cl